BrC1=CC2=C(N=C(S2)Cl)C=C1 6-bromo-2-chloro-1,3-benzothiazole